tert-butyl N-[[1-[5-[[(1-cyanocyclopropanecarbonyl) amino]methyl]-2-(3-ethynyl-5-fluoro-4-methyl-phenyl)pyrimidin-4-yl]pyrrolidin-3-yl]methyl]carbamate C(#N)C1(CC1)C(=O)NCC=1C(=NC(=NC1)C1=CC(=C(C(=C1)F)C)C#C)N1CC(CC1)CNC(OC(C)(C)C)=O